5-(2-((2-oxaspiro[3.5]nonan-7-yl)amino)-4-methoxy-7H-pyrrolo[2,3-d]pyrimidin-5-yl)-N-methylpyrazolo[1,5-a]pyridine-3-carboxamide C1OCC12CCC(CC2)NC=2N=C(C1=C(N2)NC=C1C1=CC=2N(C=C1)N=CC2C(=O)NC)OC